(R)-2-(6-(3,6-dihydro-2H-pyran-4-yl)-4-(1-(4-methyl-4H-1,2,4-triazol-3-yl)propan-2-yl)pyridin-2-yl)-4-(trifluoromethyl)isoindolin-1-one O1CCC(=CC1)C1=CC(=CC(=N1)N1C(C2=CC=CC(=C2C1)C(F)(F)F)=O)[C@@H](CC1=NN=CN1C)C